ClC1=C(C=C(C=C1)C(C)=O)F 1-(4-chloro-3-fluorophenyl)ethanone